C[SiH](C1=C(C=C(C=C1C)C)C)C1=C(C=C(C=C1C)C)C methylbis(2,4,6-trimethylphenyl)silane